FC1=C(C=CC(=C1)F)C(CN1N=CN=C1)(O)C1(CC1)OC1=C(C=C(C=C1F)Br)F 1-(2,4-difluorophenyl)-2-(1H-1,2,4-triazole-1-yl)-1-[1-(4-bromo-2,6-difluorophenoxy)cyclopropyl]ethanol